rac-(3R,4R)-4-{[5-(2,4-difluoro-phenyl)-isoxazole-3-carbonyl]-amino}-piperidine-1,3-dicarboxylic acid 1-tert-butyl ester 3-methyl ester COC(=O)[C@@H]1CN(CC[C@H]1NC(=O)C1=NOC(=C1)C1=C(C=C(C=C1)F)F)C(=O)OC(C)(C)C |r|